BrC=1C=C2CC[C@H](C2=CC1)NC(OC(C)(C)C)=O |r| (±)-tert-Butyl (5-Bromo-2,3-dihydro-1H-inden-1-yl)carbamate